C(CCCCCCCCCCC)(=O)N([C@@H](CCC(=O)OCCCCCCCC\C=C/C\C=C/CCCCC)C(=O)OCCCCCCCC\C=C/C\C=C/CCCCC)C(CCCCCCCCCCC)=O dilinoleyl bis-lauroylglutamate